5-fluoro-orotic acid FC1=C(C(=O)O)NC(NC1=O)=O